C(#N)C=1C=NN2C1C(=CC(=C2)OCC)C=2C=CC(=NC2)N2CCC(CC2)(CN2C[C@@H](N(CC2)C)C)NC(OC(C)(C)C)=O tert-butyl (S)-(1-(5-(3-cyano-6-ethoxypyrazolo[1,5-a]pyridin-4-yl)pyridin-2-yl)-4-((3,4-dimethylpiperazin-1-yl)methyl)piperidin-4-yl)carbamate